NCCCC[C@@H](C(=O)OC)NC(=O)N1C=CC2=C1N=CN=C2N(C2CCC(CC2)CS(NC)(=O)=O)C methyl (2S)-6-amino-2-[[4-[methyl-[4-(methylsulfamoylmethyl)cyclohexyl]amino]pyrrolo[2,3-d]pyrimidine-7-carbonyl]amino]hexanoate